Methyl (4R)-4-methyl-2-(2,2,2-trifluoroacetyl)-1,2,3,4-tetrahydroisoquinoline-7-carboxylate C[C@H]1CN(CC2=CC(=CC=C12)C(=O)OC)C(C(F)(F)F)=O